tri-octyl-amine C(CCCCCCC)N(CCCCCCCC)CCCCCCCC